CN1C(=NC2=C1C=C(C=C2)OC2=NC=CC=C2OCC(F)(F)F)C(=O)NC2(CCS(CC2)(=O)=O)C 1-methyl-N-(4-methyl-1,1-dioxidotetrahydro-2H-thiopyran-4-yl)-6-((3-(2,2,2-trifluoroethoxy)pyridin-2-yl)oxy)-1H-benzo[d]imidazole-2-carboxamide